C(CCCC)OC(CCCC)=O n-Pentylvalerat